4-amino-cyclohexanecarbonyl chloride NC1CCC(CC1)C(=O)Cl